C(CC(=O)[O-])(=O)OCCCC butyl malonate